CS(=O)[O-].C[N+](CC1=CC=CC=C1)(C)C trimethylbenzylammonium methanesulfinate